1-(2-Chloroethyl)-9H-carbazole ClCCC1=CC=CC=2C3=CC=CC=C3NC12